5-((4-Hydroxypiperidin-4-yl)methyl)-1-(4-nitrophenyl)-1,5-dihydro-4H-pyrazolo[3,4-d]pyrimidin-4-one OC1(CCNCC1)CN1C=NC2=C(C1=O)C=NN2C2=CC=C(C=C2)[N+](=O)[O-]